NC1=C(C(=CC=C1)C=1C(=CC=CC1)S(=O)(=O)O)S(=O)(=O)O amino-2,2'-biphenyl-disulfonic acid